(S)-2-(2,6-Dichlorobenzoylamino)-3-(8-(6-methyl-3-(trifluoromethyl)pyridin-2-yl)quinolin-5-yl)propionic acid ClC1=C(C(=O)N[C@H](C(=O)O)CC2=C3C=CC=NC3=C(C=C2)C2=NC(=CC=C2C(F)(F)F)C)C(=CC=C1)Cl